2-[(2,10-dimethyl-2,5,7,10-tetraazaundecan-6-ylidene)-amino]acetic acid CN(C)CCNC(NCCN(C)C)=NCC(=O)O